C(C)(C)(C)C=1C=C(C=C(C1O)C(C)(C)C)CCC(=O)NC(CCCCC)NC(CCC1=CC(=C(C(=C1)C(C)(C)C)O)C(C)(C)C)=O N,N'-bis-(beta-(3,5-di-tert-butyl-4-hydroxyphenyl)propionyl)hexanediamine